2,6-dimethyl-4-[3-(4,4,5,5-tetramethyl-1,3,2-dioxaborolan-2-yl)phenoxy]pyridine CC1=NC(=CC(=C1)OC1=CC(=CC=C1)B1OC(C(O1)(C)C)(C)C)C